2-(morpholino)ethanesulfonic acid sodium salt [Na+].O1CCN(CC1)CCS(=O)(=O)[O-]